CNC=1N=CC(=C2C=C(N=CC12)C1(CC1)C(=O)N)C=1OC(=CN1)C1=CC=CC=C1 (8-(methylamino)-5-(5-phenyloxazol-2-yl)-2,7-naphthyridin-3-yl)cyclopropanecarboxamide